tert-butyl 4-[[3-[[3-[3-amino-6-(2-hydroxyphenyl)pyridazin-4-yl]-3,8-diazabicyclo[3.2.1]octan-8-yl]methyl]phenyl]methyl]piperazine-1-carboxylate NC=1N=NC(=CC1N1CC2CCC(C1)N2CC=2C=C(C=CC2)CN2CCN(CC2)C(=O)OC(C)(C)C)C2=C(C=CC=C2)O